ONC(=O)C=1C=C2CN(N3C(C2=CC1)=CC=C3)C N-hydroxy-5-methyl-5,6-dihydropyrrolo[2,1-a]phthalazine-8-carboxamide